BrC=1C=C(C=C(C1O)C(C)C)C(C)(C)C1=CC(=C(C(=C1)C(C)C)O)Br 2,2-bis(3-bromo-4-hydroxy-5-isopropylphenyl)propane